BrC=1C(N(C2=CC=CC=C2C1)CC)=O 3-bromo-1-ethylquinolin-2(1H)-one